N-ethyl-n-dodecanamide C(C)NC(CCCCCCCCCCC)=O